FC(C=1SC=CN1)(F)F 2-(trifluoromethyl)thiazol